C(CCCCC(=O)[O-])(=O)[O-].C(CCCCCCCCCCC)[NH+](CC(O)O)C.C(CCCCCCCCCCC)[NH+](C)CC(O)O dodecyl-methyl-dihydroxyethyl-ammonium adipate